COC(C1CC2(CC1)CCNCC2)OC 2-(dimethoxymethyl)-8-azaspiro[4.5]decane